C(C)(C)(C)OC(=O)N1CC(C1)(C=O)C#N 3-cyano-3-formylazetidine-1-carboxylic acid tert-butyl ester